CC1=C(C=2N(C=C1C1=C(C3=NC(=CC=C3N1)N1C[C@@H](N(CC1C)C(C=C)=O)C)C(C)C)N=CN2)C ((S)-4-(2-(7,8-dimethyl-[1,2,4]triazolo[1,5-a]pyridin-6-yl)-3-isopropyl-1H-pyrrolo[3,2-b]pyridin-5-yl)-2,5-dimethylpiperazin-1-yl)prop-2-en-1-one